(S)-1'-(6-(phenylselanyl)-1,2,4-triazin-3-yl)-1,3-dihydrospiro[indene-2,4'-piperidin] C1(=CC=CC=C1)[Se]C1=CN=C(N=N1)N1CCC2(CC1)CC1=CC=CC=C1C2